C(C1=CC=CC=C1)OC(=O)N1CC(CCC1)(F)F 3,3-difluoro-piperidine-1-carboxylic acid benzyl ester